3-bromo-5-chloro-N,N-diethyl-2-ethylaminobenzamide BrC=1C(=C(C(=O)N(CC)CC)C=C(C1)Cl)NCC